BrC1=C(C=CC=C1)NC(C)=S N-(2-bromophenyl)thioacetamide